C(C)OC(=O)C1=NN(C(=C1CCl)C)C 4-(chloromethyl)-1,5-dimethyl-pyrazole-3-carboxylic acid ethyl ester